C(C)(C)N(P(OCCC#N)OCCC=CP(=O)(OC)OC)C(C)C 2-cyanoethyl (4-(dimethoxyphosphoryl)but-3-en-1-yl) diisopropylphosphoramidite